CC=1SC(=C(N1)C1=CC=CC=C1)OC1=CC(=NC=C1)NC1=CC=C(C=C1)N1CCNCC1 4-((2-Methyl-4-phenylthiazol-5-yl)oxy)-N-(4-(piperazin-1-yl)phenyl)pyridin-2-amine